N-(2-amino-6-fluorophenyl)-N-methylmethanesulfonamide NC1=C(C(=CC=C1)F)N(S(=O)(=O)C)C